IC=1C=NN(C1)CCN(C)C 2-(4-iodopyrazol-1-yl)-N,N-dimethylethanamine